C(C)(C)(C)C=1C(C(=CC(C1)=CC1=CC=CC=C1)C(C)(C)C)=O 2,6-di-t-butyl-4-benzylidene-cyclohexa-2,5-dienone